(1R,4R)-4-acetamido-N-((S)-(3-chloro-2-fluoro-5-hydroxyphenyl)(4-fluorobicyclo[2.2.1]heptan-1-yl)methyl)-3,3-difluorocyclopentane-1-carboxamide C(C)(=O)N[C@H]1C(C[C@@H](C1)C(=O)N[C@@H](C12CCC(CC1)(C2)F)C2=C(C(=CC(=C2)O)Cl)F)(F)F